C(=O)=C([C@H](CC1=CC=CC=C1)NC(=O)C1=NC2=CC=CC=C2C(=C1)C(F)(F)F)N[C@H](C=C=O)C[C@H]1C(NCC1)=C=O N-{(S)-1-carbonyl-1-{{(S)-1-carbonyl-3-[(S)-2-carbonylpyrrolidin-3-yl]propan-2-yl}amino}-3-phenylpropan-2-yl}-4-trifluoromethylquinoline-2-carboxamide